C[Si](CCOCN1N=CC2=C1CC(CO2)C(=O)OC)(C)C methyl 1-((2-(trimethylsilyl) ethoxy) methyl)-1,5,6,7-tetrahydropyrano[3,2-c]pyrazole-6-carboxylate